(4-amino-2-butylphenyl)(4-aminophenyl)methanone 2-methacrylamidoethyl-4-((4-amino-2-(isoxazol-5-yl)-1H-imidazo[4,5-c]quinolin-1-yl)methyl)benzylcarbamate C(C(=C)C)(=O)NCCOC(NCC1=CC=C(C=C1)CN1C(=NC=2C(=NC=3C=CC=CC3C21)N)C2=CC=NO2)=O.NC2=CC(=C(C=C2)C(=O)C2=CC=C(C=C2)N)CCCC